tert-butyl-(5-bromo-2,4-difluorophenyl)sulfonyl-(thiazol-4-yl)carbamic acid C(C)(C)(C)OC(N(C=1N=CSC1)S(=O)(=O)C1=C(C=C(C(=C1)Br)F)F)=O